BrC1=CC=C(O1)C(=O)NC=1C(=NC=C(C1)C1CC1)N1CCC(CC1)(C)O 5-bromo-N-[5-cyclopropyl-2-(4-hydroxy-4-methyl-1-piperidyl)-3-pyridyl]furan-2-carboxamide